4-(2-(1-methyl-1H-imidazol-5-yl)pyrimidine-4-carboxamido)cyclohexane-1-carboxylic acid methyl ester COC(=O)C1CCC(CC1)NC(=O)C1=NC(=NC=C1)C1=CN=CN1C